C1(=CC=CC=C1)C1=NC=CC(=N1)[Sn](C)(C)C 2-phenyl-4-(trimethylstannanyl)pyrimidine